(1S,2R)-2-methyl-N-(2,3,6-trifluoro-4-(2-(((3S,5S)-5-fluoropiperidin-3-yl)amino)-8-isopropyl-7-oxo-7,8-dihydropyrido[2,3-d]pyrimidin-6-yl)phenyl)cyclopropane-1-carboxamide C[C@H]1[C@H](C1)C(=O)NC1=C(C(=C(C=C1F)C1=CC2=C(N=C(N=C2)N[C@@H]2CNC[C@H](C2)F)N(C1=O)C(C)C)F)F